3,3,3-trifluoro-N-(2,3,6-trifluoro-4-(8-isopropyl-2-(isopropylamino)-7-oxo-7,8-dihydropyrido-[2,3-d]pyrimidin-6-yl)-phenyl)propane-1-sulfonamide FC(CCS(=O)(=O)NC1=C(C(=C(C=C1F)C1=CC2=C(N=C(N=C2)NC(C)C)N(C1=O)C(C)C)F)F)(F)F